ClC=1C=C(C=CC1)S(=O)(=O)NC1=CC=C(C=C1)C1=C2C(=NC(=C1)NC(=O)C1CC1)NC=C2 N-(4-(4-((3-chlorophenyl)sulfonamido)phenyl)-1H-pyrrolo[2,3-b]pyridin-6-yl)cyclopropylcarboxamide